3-[(3-bromo-1H-pyrazol-5-yl) methoxy]Methyl-2-hydroxypropionate BrC1=NNC(=C1)COCCC(C(=O)[O-])O